6-(3-(4,4-difluoropiperidine-1-carbonyl)quinolin-8-yl)-2-methylisoquinolin-1(2H)-one FC1(CCN(CC1)C(=O)C=1C=NC2=C(C=CC=C2C1)C=1C=C2C=CN(C(C2=CC1)=O)C)F